C(C)(C)N1CCC(CC1)N1CCC(CC1)C=1C=C2C(=C(NC2=CC1)C=1N=CC2=C(N1)C=CN2)C 2-(5-(1'-isopropyl-[1,4'-bipiperidin]-4-yl)-3-methyl-1H-indol-2-yl)-5H-pyrrolo[3,2-d]pyrimidine